4-[4-Chloro-2-(5-fluoro-2-pyridyl)-1H-imidazol-5-yl]-2,3-dihydro-1,2-benzothiazole 1,1-dioxide ClC=1N=C(NC1C1=CC=CC2=C1CNS2(=O)=O)C2=NC=C(C=C2)F